COC=1C=C(C=CC1)C1=CC=C(C=C1)C=CC1=C(N=NN1)C(=O)O 5-(2-(3'-methoxy-[1,1'-biphenyl]-4-yl)vinyl)-1H-1,2,3-triazole-4-carboxylic acid